OC1=C(C(=CC(=C1)O)OC)C(C)=O 2',4'-dihydroxy-6'-methoxyacetophenone